4-(benzyloxy)-3-(2-chloroethyl)-1H-indol C(C1=CC=CC=C1)OC1=C2C(=CNC2=CC=C1)CCCl